5-chloro-2-({[(5-methoxypyridin-3-yl)methyl]amino}methyl)-7,8-dihydro-6H-spiro[[1,3]oxazolo[5,4-f]quinazoline-9,1'-cyclohexane]-7-one ClC=1C=C2C(=C3C1NC(NC31CCCCC1)=O)OC(=N2)CNCC=2C=NC=C(C2)OC